tert-butyl N-[(1S)-1-[3-(3-chlorophenyl)-1,2,4-oxadiazol-5-yl]ethyl]carbamate ClC=1C=C(C=CC1)C1=NOC(=N1)[C@H](C)NC(OC(C)(C)C)=O